FC(C1=NN2C(N(CCC2)CC2=C(C=CC=C2)C(F)(F)F)=C1C(=O)N[C@@H](C)C1=CC=C(C(=O)OC)C=C1)(F)F Methyl (S)-4-(1-(2-(trifluoromethyl)-4-(2-(trifluoromethyl)benzyl)-4,5,6,7-tetrahydropyrazolo[1,5-a]pyrimidine-3-carboxamido)ethyl)benzoate